N1(CCC1)CC1(CC1)NC([C@@H](CC)C1=CC=CC=C1)=O (S)-N-(1-(azetidin-1-ylmethyl)cyclopropyl)-2-phenylbutanamide